CNC1=C(C(N(C2=NC(=CC=C12)C(F)(F)F)C1=CC=CC=C1)=O)C=1SC=CN1 4-(methylamino)-1-phenyl-3-(thiazol-2-yl)-7-(trifluoromethyl)-1,8-naphthyridin-2(1H)-one